COC1=C(C=C(C=C1)OC(F)(F)F)B(O)O 2-METHOXY-5-(TRIFLUOROMETHOXY)PHENYLBORONIC ACID